C(C)(C)(C)OC(NCC(C)(C)N1C(=CC2=C1N=CN=C2Cl)C(OCC)OCC)=O (2-(4-chloro-6-(diethoxymethyl)-7H-pyrrolo[2,3-d]pyrimidin-7-yl)-2-methylpropyl)carbamic acid tert-butyl ester